CC(CN)CCCCCCN 2-Methyl-1,8-diaminooctan